ClC1=CC=C(OC2=CC=C3NC=4CCCCC4C(C3=C2)=O)C=C1 7-(4-chlorophenoxy)-1,2,3,4,9,10-hexahydroacridin-9-one